2-(((2,6-dichloropyridin-4-yl)oxy)methyl)oxazole ClC1=NC(=CC(=C1)OCC=1OC=CN1)Cl